C1(OCCC2=C1C=CC=C2)C=O 3,4-DIHYDRO-1H-2-BENZOPYRAN-1-CARBOXALDEHYDE